2-{4-azaspiro[2.5]octan-7-yl}-6-{2,8-dimethylimidazo[1,2-b]pyridazin-6-yl}-8-methylisoquinolin-1-one C1CC12NCCC(C2)N2C(C1=C(C=C(C=C1C=C2)C=2C=C(C=1N(N2)C=C(N1)C)C)C)=O